C1(CCC1)CC[C@@H](CC=C)C (3S)-1-cyclobutyl-3-methylhex-5-ene